(((1R,5S)-8-oxabicyclo[3.2.1]oct-2-en-3-yl)oxy)trimethylsilane [C@H]12C=C(C[C@H](CC1)O2)O[Si](C)(C)C